C1(=CC(=C2C=CC=3C(=CC(=C4C=CC1=C2C34)C(=O)O)C(=O)O)C(=O)O)C(=O)O 1,3,6,8-pyrenetetracarboxylic acid